(S*)-N7-methyl-N5-((1S,2S)-2-methylcyclopropyl)-3-(tetrahydro-2H-pyran-4-yl)-2,3-dihydrobenzofuran-5,7-dicarboxamide CNC(=O)C1=CC(=CC=2[C@@H](COC21)C2CCOCC2)C(=O)N[C@@H]2[C@H](C2)C |o1:9|